tert-butyl-4-(piperidin-4-yloxy)piperidin-1-ylmethane C(C)(C)(C)CN1CCC(CC1)OC1CCNCC1